(S)-4-(tert-butoxycarbonyl)-1-(2-nitro-4-(trifluoromethyl)phenyl)piperazine-2-carboxylic acid C(C)(C)(C)OC(=O)N1C[C@H](N(CC1)C1=C(C=C(C=C1)C(F)(F)F)[N+](=O)[O-])C(=O)O